[3-(dimethylamino) propyl]-9-{6-[(2-ethyl-1-oxohexyl) oxy] hexyl}-2-methyl-7-oxo-2,6-diaza-8-oxapentadecan-15-yl 2-ethylhexanoate C(C)C(C(=O)OC(CCCCCC(OC(NCCCN(C)C)=O)CCCCCCOC(C(CCCC)CC)=O)CCCN(C)C)CCCC